2-(3-chloro-2-pyridyl)pyrazole-3-carboxylic acid ClC=1C(=NC=CC1)N1N=CC=C1C(=O)O